COC1=CC=CC=2C=3N(C(=NC12)N)N=C(C3)CC3=CC(=CC=C3)COC 7-methoxy-2-(3-(methoxymethyl)benzyl)pyrazolo[1,5-c]quinazolin-5-amine